FC1=C(C=CC(=C1)F)/C(=C(/C=1C=C2C=NNC2=CC1)\C1=CC=C(C=C1)/C=C/C(=O)O)/CC (E)-3-(4-((E)-2-(2,4-difluorophenyl)-1-(1H-indazol-5-yl)but-1-en-1-yl)phenyl)acrylic acid